3-(3,3-DIFLUORO-1-(4-METHYLPIPERAZIN-1-YL)-2,3-DIHYDRO-1H-INDEN-5-YL)UREA FC1(CC(C2=CC=C(C=C12)NC(N)=O)N1CCN(CC1)C)F